FC1=C(OC2=CC=NC3=CC(=C(C=C23)OC)OCCCCCC(=O)[O-])C=CC(=C1)NC(=O)C1(CC1)C(NC1=CC=C(C=C1)F)=O.[K+] Kalium 6-[[4-[2-Fluoro-4-[[1-[(4-fluorophenyl)carbamoyl]cyclopropanecarbonyl] amino]phenoxy]-6-methoxy-7-quinolyl]oxy]caproat